C(=O)(O)COC=1C=C2C[C@H](N3C(C2=CC1OC)=CC(C(=C3)C(=O)O)=O)C(C)C (S)-9-(carboxymethoxy)-6-isopropyl-10-methoxy-2-oxo-6,7-dihydro-2H-pyrido[2,1-a]isoquinoline-3-carboxylic acid